CC1(CNCC1)O 3-methylpyrrolidin-3-ol